dimethyl-(heptadecenyl)amine CN(C=CCCCCCCCCCCCCCCC)C